C(S(=O)(=O)OC1=C(C(=CC=C1)F)F)S(=O)(=O)OC1=C(C(=CC=C1)F)F bis(difluorophenyl) methanedisulfonate